FC1=CC=C(CC=2C(=NC=CN2)NC2CC(NCC2)C)C=C1 3-(4-fluorobenzyl)-N-(2-methylpiperidin-4-yl)pyrazin-2-amine